FC1(CCN(CC1)S(=O)(=O)C=1C=C(C=CC1)NC(C1=C(N=CC=C1)F)=O)F N-(3-((4,4-difluoropiperidin-1-yl)sulfonyl)phenyl)-2-fluoronicotinamide